FC1(CCC(CC1)/C=C/C1=CC(=CC=2C[C@H](OC21)C)N)F (R,E)-7-(2-(4,4-difluorocyclohexyl)vinyl)-2-methyl-2,3-dihydrobenzofuran-5-amine